o-Iodohippurate Sodium [Na+].IC1=C(C(NCC(=O)[O-])=O)C=CC=C1